(S)-11-(4-chlorothiophen-2-yl)-3-methoxy-10-(trifluoromethyl)-3,4-dihydro-2H,6H-[1,4]thiazepino[2,3,4-ij]quinazoline-6,8(7H)-dione ClC=1C=C(SC1)C1=C(C=C2C(NC(N3C2=C1SC[C@H](C3)OC)=O)=O)C(F)(F)F